FC1=C(C=C2C(=NC=NC2=C1)N1CC(CCC1)CNS(=O)(=O)C)C(F)(F)F N-((1-(7-FLUORO-6-(TRIFLUOROMETHYL)QUINAZOLIN-4-YL)PIPERIDIN-3-YL)METHYL)METHANE-SULFONAMIDE